C(C1=CC=CC=C1)OC1=C2C=CC(=NC2=CC(=C1)C)C=1OC2=C(C1C)C=CC=C2 5-(Benzyloxy)-7-methyl-2-(3-methyl-1-benzofuran-2-yl)quinoline